IC=1BC=CC1 iodoborol